1-[2-(3-amino-4,4-difluoro-1-piperidyl)-4-(4-fluorophenyl)cyclopentyl]pyrazole NC1CN(CCC1(F)F)C1C(CC(C1)C1=CC=C(C=C1)F)N1N=CC=C1